dihydroazapentacenedisulfonate N1(C(C=CC2=CC3=CC4=CC5=CC=CC=C5C=C4C=C3C=C12)S(=O)(=O)[O-])S(=O)(=O)[O-]